2,6-bis-(aminomethyl)norbornane NCC1C2C(CC(C1)C2)CN